The molecule is a beta-D-galactosyl-(1->4)-beta-D-glucosyl-(1<->1')-N-acylsphinganine in which the acyl group specified is hexadecanoyl. It has a role as a mouse metabolite. It is a beta-D-galactosyl-(1->4)-beta-D-glucosyl-(1<->1')-N-acylsphinganine and a glycosyl-N-hexadecanoylsphinganine. CCCCCCCCCCCCCCC[C@H]([C@H](CO[C@H]1[C@@H]([C@H]([C@@H]([C@H](O1)CO)O[C@H]2[C@@H]([C@H]([C@H]([C@H](O2)CO)O)O)O)O)O)NC(=O)CCCCCCCCCCCCCCC)O